N=1N=CC=2C1C=NC(C2)=O pyrazolo[3,4-c]pyridin-5-one